CC1=CC=C(C=C1)C1OC1 (4-methylphenyl)-oxirane